(3S,4S)-4-(4-bromo-1H-pyrazol-1-yl)tetrahydrofuran-3-ol BrC=1C=NN(C1)[C@@H]1[C@@H](COC1)O